(R or S)-3-(4-(5-chloro-1-(1-cyclopropyl-1H-pyrazol-4-yl)-1H-indazol-6-yl)piperazin-1-yl)-3-methyltetrahydrothiophene 1,1-dioxide ClC=1C=C2C=NN(C2=CC1N1CCN(CC1)[C@]1(CS(CC1)(=O)=O)C)C=1C=NN(C1)C1CC1 |o1:16|